FC1=C(C=C2C3=C(NC2=C1)[C@H]1[C@H]2N(C(C3)=O)C[C@H](C2)C1)OC (2S,12R,12aS)-9-fluoro-8-methoxy-2,3,6,11,12,12a-hexahydro-2,12-methanopyrrolo[1',2':1,2]azepino[4,5-b]indol-5(1H)-one